N=1C=CN2C1N=CC(=C2)C=2C=CN1N=C(N=C(C12)OC)NCC(C#N)(C)C 3-((5-(imidazo[1,2-a]pyrimidin-6-yl)-4-methoxypyrrolo[2,1-f][1,2,4]triazin-2-yl)amino)-2,2-dimethylpropionitrile